5-(dimethylamino)-N-(4-(morpholinomethyl)phenyl)naphthalene-1-sulfonamide dihydrochloride dihydrate O.O.Cl.Cl.CN(C1=C2C=CC=C(C2=CC=C1)S(=O)(=O)NC1=CC=C(C=C1)CN1CCOCC1)C